FC1=C(C=CC(=C1)C1=NOC(=N1)C)C1=CC=CC=2N1N=CC2C(=O)N2CCCCC2 [7-[2-fluoro-4-(5-methyl-1,2,4-oxadiazol-3-yl)phenyl]pyrazolo[1,5-a]pyridin-3-yl]-(1-piperidyl)methanone